2-(2,5-dimethyl-1H-pyrrole-1-yl)ethane-1-sulfonyl-amide CC=1N(C(=CC1)C)CCS(=O)(=O)[NH-]